3R-hydroxy-butanoic acid O[C@@H](CC(=O)O)C